ClC1=NC=C(C(=C1)NCC(COC1=C(C=NN1C)C1=NC=CC(=N1)N)(C)C)C#CC=1C=NN(C1)C 2-(5-(3-((2-chloro-5-((1-methyl-1H-pyrazol-4-yl)ethynyl)pyridin-4-yl)amino)-2,2-dimethylpropoxy)-1-methyl-1H-pyrazol-4-yl)pyrimidin-4-amine